ClC=1C=C2C3=C(N(C2=C(C1)C1N(NC=C1)CC=1C(=NC=CC1)C)CC)C(=NC=C3)C 6-chloro-9-ethyl-1-methyl-8-[2-(2-methyl-pyridin-3-ylmethyl)-1H-pyrazol-3-yl]-9H-pyrido[3,4-b]indole